C(CCCCCCCCCCCCCCCCCCCCCC)C(C(=O)O)=CC=CCCCCCCCCCCCCCCC tricosyl-eicosadienoic acid